tetra-normal butoxytitanium C(CCC)O[Ti](OCCCC)(OCCCC)OCCCC